2-(4-methoxyphenyl)malonic acid-1,3-dimethyl ester COC(C(C(=O)OC)C1=CC=C(C=C1)OC)=O